(S)-2-(3-(5-((1-acryloylazepan-2-yl)methoxy)-6-aminopyrimidin-4-yl)-5-fluoro-2-methylphenyl)-7,7-dimethyl-3,4,7,8-tetrahydro-2H-cyclopenta[4,5]pyrrolo[1,2-a]pyrazin-1(6H)-one C(C=C)(=O)N1[C@@H](CCCCC1)COC=1C(=NC=NC1N)C=1C(=C(C=C(C1)F)N1C(C=2N(CC1)C1=C(C2)CC(C1)(C)C)=O)C